2-[[5-bromo-4-chloro-3-(1-tetrahydropyran-2-ylpyrazol-3-yl)pyrrolo[2,3-b]pyridin-1-yl]methoxy]ethyl-trimethyl-silane Kalium propionat C(CC)(=O)[O-].[K+].BrC=1C(=C2C(=NC1)N(C=C2C2=NN(C=C2)C2OCCCC2)COCC[Si](C)(C)C)Cl